bromo-3,8-dimethyl-3-phenyl-2,3-dihydroimidazo[1,5-a]pyridine-1,5-dione BrN1C(N2C(=C(C=CC2=O)C)C1=O)(C1=CC=CC=C1)C